FC(F)(F)C=1C(=C(C=CC1N)C1=CC=C(C=C1)N)C(F)(F)F bis(trifluoromethyl)-[1,1-biphenyl]-4,4'-diamine